C(C)(C)(C)OC(=O)N1CCC(=C(C1=O)C(NC1=C(C(=CC=C1)Cl)OC)=S)O 5-[(3-Chloro-2-methoxyphenyl)thiocarbamoyl]-4-hydroxy-6-oxo-3,6-dihydropyridine-1(2H)-carboxylic acid tert-butyl ester